2-[4-[(2S,6R)-6-methyl-4-(p-tolylsulfonyl)morpholin-2-yl]pyrazol-1-yl]ethanol C[C@H]1O[C@H](CN(C1)S(=O)(=O)C1=CC=C(C=C1)C)C=1C=NN(C1)CCO